C(C)(C)(C)C=1C=C(C=C(C1O)C(C)(C)C)CCC(=O)OCC(COC(CCC1=CC(=C(C(=C1)C(C)(C)C)O)C(C)(C)C)=O)(COC(CCC1=CC(=C(C(=C1)C(C)(C)C)O)C(C)(C)C)=O)COC(CCC1=CC(=C(C(=C1)C(C)(C)C)O)C(C)(C)C)=O pentaerythritol tetrakis(3-(3,5-dit-butyl 4-hydroxyphenyl)propionate)